2,2-Dimethyl-Butanoic Acid CC(C(=O)O)(CC)C